ClC1=C(C(=NC2=CC(=CC=C12)OC)C)C1=CC=C(C=C1)C1=CC(=CC=C1)OC(F)(F)F 4-Chloro-7-methoxy-2-methyl-3-(3'-(trifluoromethoxy)-[1,1'-biphenyl]-4-yl)quinoline